2-ethynyl-N-(1H-indazol-4-yl)thiazole-4-carboxamide C(#C)C=1SC=C(N1)C(=O)NC1=C2C=NNC2=CC=C1